4-bromo-3-(cyclohexylmethoxy)thiophene-2-carboxylic acid methyl ester COC(=O)C=1SC=C(C1OCC1CCCCC1)Br